OC1=CC=C(C=C1)C1(C2C(C(=O)NC2=O)=CC=C1)C1=CC=C(C=C1)O 3,3-bis(4-hydroxyphenyl)phthalimid